(4-methylpiperidin-4-yl)-5-(piperidin-1-ylmethyl)-5,6-dihydro-1,4,2-dioxazine CC1(CCNCC1)C1=NOCC(O1)CN1CCCCC1